ClC=1C=C2C(=CNC2=CC1)CCCN 3-(5-chloro-1H-indol-3-yl)propan-1-amine